CC1=CC(=C(C=N1)C=1CN(CC1)C(=O)OC(C)(C)C)C1=NN(C=C1)C tert-butyl 3-(6-methyl-4-(1-methyl-1H-pyrazol-3-yl)pyridin-3-yl)-2,5-dihydro-1H-pyrrole-1-carboxylate